FC1(CNCCN(C1)C1=CC=C2C(=NN=C(C2=C1)N[C@H](C)C1=C(C(=CC=C1)C(F)(F)F)C)C)F (R)-7-(6,6-difluoro-1,4-diazepan-1-yl)-4-methyl-N-(1-(2-methyl-3-(trifluoromethyl)phenyl)ethyl)phthalazin-1-amine